NCC(C(=O)N[C@H](C)[C@@H]1[C@H]2[C@H](C(=C(N2C1=O)C(=O)O)S[C@@H]1CN[C@@H](C1)C(N(C)C)=O)C)(F)F (4R,5S,6R)-6-((R)-1-(3-Amino-2,2-difluoropropanamido)ethyl)-3-((3S,5S)-5-(dimethylcarbamoyl)pyrrolidin-3-ylthio)-4-methyl-7-oxo-1-azabicyclo[3.2.0]hept-2-ene-2-carboxylic acid